ethyl 4-((5-((8-bromoquinazolin-2-yl)amino)-2-methoxyphenyl)carbamoyl)benzoate BrC=1C=CC=C2C=NC(=NC12)NC=1C=CC(=C(C1)NC(=O)C1=CC=C(C(=O)OCC)C=C1)OC